2-cyano-N-((tetrahydrofuran-3-yl)methyl)acetamide C(#N)CC(=O)NCC1COCC1